1-(2,6-dichlorobenzyl)-N-(1-methyl-5,6-dihydro-4H-benzo[f]imidazo[1,2-a]azepin-4-yl)-1H-1,2,4-triazole-3-carboxamide ClC1=C(CN2N=C(N=C2)C(=O)NC2C=3N(C4=C(CC2)C=CC=C4)C(=CN3)C)C(=CC=C1)Cl